4-bromo-N-methyl-6-(pentafluoroethyl)pyridazin-3-amine BrC1=C(N=NC(=C1)C(C(F)(F)F)(F)F)NC